C(C)(=O)[C@]([C@](C(=O)O)(O)C(C)=O)(O)C(=O)O diacetyl-L-tartaric acid